1,2-bis(butylthio)ethane C(CCC)SCCSCCCC